[O-]S(=O)(=O)C(F)(F)F.IC1=CC=C(C=C1)[S+](C1=CC=CC=C1)C1=CC=CC=C1 (4-IODOPHENYL)DIPHENYLSULFONIUM TRIFLATE